4-(propane-1-yn-1-yl)-1-(1-(6-(trifluoromethoxy)pyridin-3-yl)ethyl)1H-indazole-7-carboxamide C(#CC)C1=C2C=NN(C2=C(C=C1)C(=O)N)C(C)C=1C=NC(=CC1)OC(F)(F)F